C(=O)(OC(C)(C)C)NO BOChydroxylamine